1-[4-(5-bromo-2-pyridyl)piperazin-1-yl]ethanone BrC=1C=CC(=NC1)N1CCN(CC1)C(C)=O